COC(=O)C=1SC(=C(C1)Br)C.CC1=C(C=C(S1)C(=O)OC)C=1C=NN(C1)C Methyl 5-methyl-4-(1-methyl-1H-pyrazol-4-yl)-2-thiophenecarboxylate Methyl-4-bromo-5-methylthiophene-2-carboxylate